C(=C(C)C)B1OC(C)(C)C(C)(C)O1 isobutenylboronic acid pinacol ester